ethyl 1-(2-bromophenyl)-5-amino-1H-pyrazole-4-carboxylate BrC1=C(C=CC=C1)N1N=CC(=C1N)C(=O)OCC